5-acrylamido-4-((2-((tert-butoxycarbonyl)(methyl)amino)ethyl)(methyl)amino)-2-methoxybenzene C(C=C)(=O)NC=1C(=CC(=CC1)OC)N(C)CCN(C)C(=O)OC(C)(C)C